N-[7-(1-methyl-1H-pyrazol-3-yl)-1H-pyrrolo[3,2-b]pyridin-3-yl]-5-phenoxy-1H-benzo[d]imidazole-2-amine CN1N=C(C=C1)C1=C2C(=NC=C1)C(=CN2)NC2=NC1=C(N2)C=CC(=C1)OC1=CC=CC=C1